CN(N)C(C(=O)O)CC 2-(N-METHYL-HYDRAZINO)-BUTYRIC ACID